CC(CC(=O)OC1C(OC(C(C(OC(C1CCCCCC)=O)C)NC(C1=C(C(=CC=C1)NC=O)O)=O)=O)C)C 3-[(3-formamido-2-hydroxybenzoyl)amino]-8-hexyl-2,6-dimethyl-4,9-dioxo-1,5-dioxonan-7-yl 3-methylbutanoate